(S)-(+)-O-acetylmandelic acid CC(=O)O[C@@H](C1=CC=CC=C1)C(=O)O